CC1(C(N(C(N1)=O)CC1=NC(=NO1)C1=CC(=C(C=C1)OC1=C(C=CC=C1)SCC(C)N1CCCC1)C(F)(F)F)=O)C 5,5-dimethyl-3-((3-(4-(2-((2-(pyrrolidin-1-yl)propyl)thio)phenoxy)-3-(trifluoromethyl)phenyl)-1,2,4-oxadiazol-5-yl)methyl)imidazolidine-2,4-dione